F[C@@H]1[C@@H](C1)CN1CC[C@]23CCN(CC[C@]2([C@H]1CC1=CC=C(C=C13)O)O)CCN1N=CC(=C1)C (5aS,6R,11bS)-14-(((1S,2S)-2-fluorocyclopropyl)methyl)-3-(2-(4-methyl-1H-pyrazol-1-yl)ethyl)-2,3,4,5,6,7-hexahydro-6,11b-(epiminoethano)naphtho[1,2-d]azepine-5a,10(1H)-diol